4-Chloro-2,6-diphenyltriazine ClC1=NN(NC(=C1)C1=CC=CC=C1)C1=CC=CC=C1